7-amino-8-(3-benzyloxy-2-methyl-phenyl)-2,3-dimethoxy-quinoxaline-6-carboxamide NC1=C(C=C2N=C(C(=NC2=C1C1=C(C(=CC=C1)OCC1=CC=CC=C1)C)OC)OC)C(=O)N